C(C)OC(=O)N1CC2=C(CC1)C1=C(S2)C=CC(=C1)F 6-Fluoro-3,4-dihydrobenzo[4,5]thieno[2,3-c]pyridine-2(1H)-carboxylic acid ethyl ester